C1C=CNO1 3-oxazole